NC=1C2=C(N=CN1)N1C(=C2C2=CC(=C(C=C2)OC2=NC(=CC=C2)C)F)N(CC1)C=1C(=C(C=CC1)NC(C=C)=O)OCCN(C)C N-(3-(4-amino-5-(3-fluoro-4-((6-methylpyridin-2-yl)oxy)phenyl)-7,8-dihydro-6H-Imidazo[1',2':1,5]pyrrolo[2,3-d]pyrimidin-6-yl)-2-(2-(dimethylamino)ethoxy)phenyl)acrylamide